2-(3-fluorobenzyl)-2H-indazole-5-carboxylic acid FC=1C=C(CN2N=C3C=CC(=CC3=C2)C(=O)O)C=CC1